CC=1C=CC(=NC1)CN1N=C2C3=C(CC4(C2=C1)CC4)OC(=C3C(F)(F)F)C(=O)O 2'-[(5-Methylpyridin-2-yl)methyl]-8'-(trifluoromethyl)-2',5'-dihydrospiro[cyclopropane-1,4'-furo[2,3-g]indazole]-7'-carboxylic acid